C=C(C=1C=C(CN2C(C(C)=CC2=O)=O)C=CC1)N1C(CCC1=O)=O N-[3-(methylenesuccinimidylmethyl)benzyl]citraconimide